COCCN(C(C=C)=O)CC1CN(C=2N(C1)N=CC2)C2=CC=C(C=C2)C(F)(F)F N-(2-methoxyethyl)-N-((4-(4-(trifluoromethyl)phenyl)-4,5,6,7-tetrahydropyrazolo[1,5-a]pyrimidin-6-yl)methyl)acrylamide